N,N,N',N'',N''',N'''-hexakis(2-hydroxyethyl)triethylenetetramine OCCN(CCN(CCN(CCN(CCO)CCO)CCO)CCO)CCO